rac-benzyl (3S,4S)-2'-(2-ethoxypyridin-3-yl)-3-ethyl-6'H-spiro[piperidine-4,5'-[1,7]naphthyridine]-7'(8'H)-carboxylate C(C)OC1=NC=CC=C1C1=NC=2CN(C[C@]3(C2C=C1)[C@@H](CNCC3)CC)C(=O)OCC3=CC=CC=C3 |r|